ClC1=NC=C2C(=N1)N(N=C2)C(C)C 6-chloro-1-isopropyl-pyrazolo[3,4-d]pyrimidine